2-[[6-methoxy-7-(3-methoxypropoxy)-3-(morpholine-4-carbonyl)-4-quinolyl]amino]benzoic acid COC=1C=C2C(=C(C=NC2=CC1OCCCOC)C(=O)N1CCOCC1)NC1=C(C(=O)O)C=CC=C1